N=1N=C(N2CCOCCC21)C(C)NC2=CC1=C(OCO1)C=C2 N-(1-(5,6,8,9-tetrahydro-[1,2,4]triazolo[4,3-d][1,4]oxazepin-3-yl)ethyl)benzo[d][1,3]dioxol-5-amine